4,5-di-cyanoimidazole C(#N)C=1N=CNC1C#N